CC1=CC=C(C=C1)S(=O)(=O)[O-].CS(=O)(=O)C1=CC=C(C=C1)[I+]C1=C(C=C(C=C1OC)OC)OC (4-(methylsulfonyl)phenyl)(2,4,6-trimethoxyphenyl)iodonium 4-methylbenzenesulfonate